4-(4-chloro-3-{3-methyl-5-[4-(trifluoromethyl)phenoxy]phenyl}-1H-pyrrolo[3,2-c]pyridin-1-yl)butan-1-ol ClC1=NC=CC2=C1C(=CN2CCCCO)C2=CC(=CC(=C2)OC2=CC=C(C=C2)C(F)(F)F)C